3-((4-chlorophenyl)ethynyl)isonicotinic acid methyl ester COC(C1=C(C=NC=C1)C#CC1=CC=C(C=C1)Cl)=O